CNC=1N=CC(=C2C=C(N=CC12)NC1=NC=CC(=C1)C(=O)OC)C1=NN2C(C=CC(=C2)N2CCOCC2)=N1 methyl 2-[[8-(methylamino)-5-(6-morpholino-[1,2,4]triazolo[1,5-a]pyridin-2-yl)-2,7-naphthyridin-3-yl]amino]pyridine-4-carboxylate